[Si](C1=CC=CC=C1)(C1=CC=CC=C1)(C(C)(C)C)O[C@H]1C[C@H](CC1)N1N=C(N=C1)[N+](=O)[O-] 1-(cis-3-((tert-butyldiphenylsilyl)oxy)cyclopentyl)-3-nitro-1H-1,2,4-triazole